O=C1N(C(CC1)=O)C=1C=C(C=CC1F)NC(=O)N1C2CC(CC(C1)(C2)C)(C)C N-[3-(2,5-dioxo-1-pyrrolidinyl)-4-fluorophenyl]-1,3,3-trimethyl-6-azabicyclo[3.2.1]octane-6-carboxamide